FC1=CC=C(C=C1)C1=CC(=C(C=C1)OC)NC1=NC=NC2=CC(=C(C=C12)OC1CCN(CC1)C(C=C)=O)OC 1-(4-((4-((4'-fluoro-4-methoxy-[1,1'-biphenyl]-3-yl)amino)-7-methoxy-quinazolin-6-yl)oxy)piperidin-1-yl)prop-2-en-1-one